FC1=CC=C(C=C1)C1=NN(C=C1C=1C2=C(N=CN1)OC(=N2)C2=CC=CC=C2)CCCO[Si](C(C)C)(C(C)C)C(C)C 7-(3-(4-fluorophenyl)-1-(3-((triisopropylsilyl)oxy)propyl)-1H-pyrazol-4-yl)-2-phenyloxazolo[5,4-d]pyrimidine